tetra(dimethylamino)zirconium CN(C)[Zr](N(C)C)(N(C)C)N(C)C